FC1=C(CN2CCC(CC2)C=C2CC3=C(S2(=O)=O)C=C(C(=C3)OC)OC)C=C(C=C1)F 2-((1-(2,5-difluorobenzyl)piperidin-4-yl)methylene)-5,6-dimethoxy-2,3-dihydrobenzo[b]thiophene 1,1-dioxide